(3-iodobicyclo[1.1.1]pentan-1-yl)methylamine IC12CC(C1)(C2)CN